4-bromo-6-fluoro-3-isopropylbenzene-1,2-diamine BrC=1C(=C(C(=C(C1)F)N)N)C(C)C